4-chloro-2-[(6-trifluoromethyl-4-pyrimidinyl)amino]-acetic acid phenyl ester C1(=CC=CC=C1)OC(CNC1(NC=NC(=C1)C(F)(F)F)Cl)=O